pyridinium iridium (III) [Ir+3].[NH+]1=CC=CC=C1